4,4'-dihydroxy-[1,1'-biphenyl]-3,3'-dicarboxaldehyde OC1=C(C=C(C=C1)C1=CC(=C(C=C1)O)C=O)C=O